3-methoxy-1-(6-(2-methyl-2H-pyrazolo[3,4-b]pyridin-5-yl)thieno[2,3-b]pyridin-2-yl)cyclobutanol COC1CC(C1)(O)C1=CC=2C(=NC(=CC2)C2=CC=3C(N=C2)=NN(C3)C)S1